ClC1=CC=C(C=C1)C1=NN(CCC1C1=CC=CC=C1)\C(\NC(C(=O)N)CC1=CC=CC=C1)=N/S(=O)(=O)C1=CC=C(C=C1)C(F)(F)F (Z)-2-(3-(4-chlorophenyl)-4-phenyl-N'-((4-(trifluoromethyl)phenyl)sulfonyl)-1,4,5,6-tetrahydropyridazine-1-carboximidamido)-3-phenylpropanamide